C(C)(C)(C)C1=C(O)C=CC(=C1)O tert.Butylhydroquinone